Cl.COC[C@H](C(C)(C)C)N (2S)-1-methoxy-3,3-dimethyl-butan-2-amine hydrochloride